ClC1=C(C=CC=C1)C1=NC2=C(N1)CC(CC2)N2CC1=CC=C(C=C1C2)OCCO 2-((2-(2-(2-chlorophenyl)-4,5,6,7-tetrahydro-1H-benzo[d]imidazol-6-yl)isoindolin-5-yl)oxy)ethan-1-ol